BrC1=NN=C(S1)CN1C(N(C(C1(C)C)=O)CC)=O 1-[(5-bromo-1,3,4-thiadiazol-2-yl)methyl]-3-ethyl-5,5-dimethyl-imidazolidine-2,4-dione